(1S,3S)-3-((R)-7-(4-Chloro-3-(trifluoromethyl)benzoyl)-2-(isopropylamino)-6-methyl-4-oxo-5,6,7,8-tetrahydropyrido[3,4-d]pyrimidin-3(4H)-yl)-N-methyl-cyclopentanecarboxamide ClC1=C(C=C(C(=O)N2CC=3N=C(N(C(C3C[C@H]2C)=O)[C@@H]2C[C@H](CC2)C(=O)NC)NC(C)C)C=C1)C(F)(F)F